C(C1=CC=CC=C1)C([C@H](NC(=O)C1CC1)C(=O)O)(C(=O)O)CC1=CC=CC=C1 Dibenzyl-(cyclopropanecarbonyl)-L-aspartic acid